4-(3,4-dimethoxyphenyl)-N-(pyridin-4-yl)-2-(trifluoromethyl)pyrimidine COC=1C=C(C=CC1OC)C1=NC(N(C=C1)C1=CC=NC=C1)C(F)(F)F